phenyl (R or S)-(2-(3-(2-(5-fluoro-thiophen-2-yl)ethyl)-1-(2-(6-methylpyridin-3-yl)propan-2-yl)pyrrolidin-3-yl)propan-2-yl)carbamate FC1=CC=C(S1)CC[C@@]1(CN(CC1)C(C)(C)C=1C=NC(=CC1)C)C(C)(C)NC(OC1=CC=CC=C1)=O |o1:8|